N-(2-formylimidazo[1,2-a]pyridin-6-yl)-1-methyl-indazole-5-carboxamide C(=O)C=1N=C2N(C=C(C=C2)NC(=O)C=2C=C3C=NN(C3=CC2)C)C1